C(CC(O)(C(=O)O)CC(=O)O)(=O)O.C1N(CC12CCC2)C(=O)N 2-azaspiro[3.3]heptane-2-carboxamide citrate